OC1=C(C=C(C=2C(C3=C(C=C(C(=C3C(C12)=O)O)N)N)=O)N)N 1,8-dihydroxyl-2,4,5,7-tetraamino-9,10-anthraquinone